4-(methyl-(isoquinolin-6-yl)amino)piperidine-1-carboxylic acid tert-butyl ester C(C)(C)(C)OC(=O)N1CCC(CC1)N(C=1C=C2C=CN=CC2=CC1)C